ClC=1C(=CC(=NC1)OC)C1=CC(=NN1)C(=O)N1CCC(CC1)C(=O)NCC1=NC=C(C=N1)Cl (5-(5-chloro-2-methoxypyridin-4-yl)-1H-pyrazole-3-carbonyl)-N-((5-chloropyrimidin-2-yl)methyl)piperidine-4-carboxamide